C1(=CC=CC=C1)C(CP([O-])([O-])[O-])(OCCOCC)C1=CC=CC=C1 diphenyl[2-(2-ethoxyethoxy)ethyl]phosphite